(S)-4-(((1,4-dioxan-2-yl)methyl)amino)-3-(4-bromobutoxy)-N,N-bis(4-methoxybenzyl)-5-nitrobenzenesulfonamide O1[C@H](COCC1)CNC1=C(C=C(C=C1[N+](=O)[O-])S(=O)(=O)N(CC1=CC=C(C=C1)OC)CC1=CC=C(C=C1)OC)OCCCCBr